N-(1,3-dihydroxypropan-2-yl)methacrylamide tert-butyl-(R)-6-oxo-7-(piperidin-3-yl)-5-oxa-2,7-diazaspiro[3.4]octane-2-carboxylate C(C)(C)(C)OC(=O)N1CC2(C1)OC(N(C2)[C@H]2CNCCC2)=O.OCC(CO)NC(C(=C)C)=O